O=C1NC(CCC1N1C(C2=CC=C(C=C2C1)NCC=1C=NN(C1)CCC(=O)NC1=CC2=CC(=C(C(=C2C=C1)F)N1S(NC(C1)=O)(=O)=O)O)=O)=O 3-[4-[[[2-(2,6-dioxo-3-piperidyl)-1-oxo-isoindolin-5-yl]amino]methyl]pyrazol-1-yl]-N-[5-fluoro-7-hydroxy-6-(1,1,4-trioxo-1,2,5-thiadiazolidin-2-yl)-2-naphthyl]propanamide